FC1(C[C@H](N(C1)C(CN1C[C@H](CC1)OC1=CC=NC2=CC=C(C=C12)OC)=O)C#N)F (S)-4,4-Difluoro-1-(2-((S)-3-((6-methoxychinolin-4-yl)oxy)pyrrolidin-1-yl)acetyl)pyrrolidin-2-carbonitril